ClC1=NC(=CC(=N1)N1CCOCC1)Cl 4-(2,6-dichloropyrimidin-4-yl)morpholine